ethyl 2-cyano-2-(5-fluoro-2-methoxypyridin-4-yl)acetate C(#N)C(C(=O)OCC)C1=CC(=NC=C1F)OC